N-(1'-(3-((3-azabicyclo[3.1.0]hexan-3-yl)sulfonyl)benzoyl)spiro[cyclohexane-1,3'-indolin]-5'-yl)methanesulfonamide C12CN(CC2C1)S(=O)(=O)C=1C=C(C(=O)N2CC3(C4=CC(=CC=C24)NS(=O)(=O)C)CCCCC3)C=CC1